pyrazinopyrazinoquinolinone N1C(C=CC2=CC=C3C(=C12)N=C1C(=N3)N=CC=N1)=O